OC1(CCN(CC1)C(=O)OC(C)(C)C)C1=CC2=C(NC(N2C)=O)C=C1 Tert-butyl 4-hydroxy-4-(3-methyl-2-oxo-1H-benzimidazol-5-yl)piperidine-1-carboxylate